3-(3-(4-hydroxy-1,6-dimethyl-2-oxo-1,2-dihydropyridin-3-yl)ureido)propanoic acid OC1=C(C(N(C(=C1)C)C)=O)NC(NCCC(=O)O)=O